1,3-diphenylcyclobutan-1-ol C1(=CC=CC=C1)C1(CC(C1)C1=CC=CC=C1)O